2-[3-Hydroxy-4-[(E)-3-[3-[(E)-2-quinolin-2-ylethenyl]phenyl]prop-2-enoyl]phenoxy]acetic acid OC=1C=C(OCC(=O)O)C=CC1C(\C=C\C1=CC(=CC=C1)\C=C\C1=NC2=CC=CC=C2C=C1)=O